2-chloro-7-[2-methoxy-4-(morpholin-4-yl)phenyl]-N-methylfuro[3,2-d]pyrimidin-4-amine ClC=1N=C(C2=C(N1)C(=CO2)C2=C(C=C(C=C2)N2CCOCC2)OC)NC